C1(OCCO1)B([O-])[O-] 2,5-dioxolane-boronate